(2-((3-(3-chloropyridin-4-yl)-2-fluorophenyl)amino)-2-oxoethyl)-1H-indazole-3-carboxamide ClC=1C=NC=CC1C=1C(=C(C=CC1)NC(CN1N=C(C2=CC=CC=C12)C(=O)N)=O)F